C(C1=CC=CC=C1)N1C(C2=C(C=3C=CC=NC13)CCN(C2)CC2=CC(=CC=C2)C#N)=O 6-benzyl-3-(3-cyanobenzyl)-2,3,4,6-tetrahydropyrido[3,4-c][1,8]naphthyridin-5(1H)-one